1-bromo-4-((4-vinyl-benzyl)oxy)benzene BrC1=CC=C(C=C1)OCC1=CC=C(C=C1)C=C